BrC=1C=C2C(=CN1)N(N=C2)C(=O)OC(C)(C)C tertbutyl 5-bromopyrazolo[3,4-c]pyridine-1-carboxylate